dihydro-1H-1,3,2-diazaborole N1BNC=C1